2-(7-((2S,5R)-4-(1-(4-cyclopropyl-2-fluorophenyl)propyl)-2,5-diethylpiperazin-1-yl)-4-methyl-5-oxo-4,5-dihydro-2H-pyrazolo[4,3-b]pyridine-2-yl)acetonitrile C1(CC1)C1=CC(=C(C=C1)C(CC)N1C[C@@H](N(C[C@H]1CC)C=1C=2C(N(C(C1)=O)C)=CN(N2)CC#N)CC)F